CC1=NC(=CC(=C1)C=1C(=NC(=NC1C1=CC=C(C=C1)F)N)NCCNC1=NC=CC=C1F)C 5-(2,6-dimethylpyridin-4-yl)-6-(4-fluorophenyl)-N4-(2-((3-fluoropyridin-2-yl)amino)ethyl)pyrimidine-2,4-diamine